C(C1=CC=CC=C1)OC1=NC(=CC=C1NC=1C=C(C(=NC1)C=1CCN(CC1)C(=O)OC(C)(C)C)F)OCC1=CC=CC=C1 tert-butyl 4-[5-[(2,6-dibenzyloxy-3-pyridyl)amino]-3-fluoro-2-pyridyl]-3,6-dihydro-2H-pyridine-1-carboxylate